(S)-9-(3,3-Dimethyl-2-oxobutyl)-3-fluoro-2-((R)-3-methyl-morpholin-4-yl)-8-trifluoromethyl-6,7,8,9-tetrahydro-pyrimido[1,2-a]-pyrimidin-4-one CC(C(CN1[C@@H](CCN2C1=NC(=C(C2=O)F)N2[C@@H](COCC2)C)C(F)(F)F)=O)(C)C